7-bromo-3-(2-{[(3S)-6,6-dimethylpiperidin-3-yl]amino}-5-(trifluoromethyl)pyrimidin-4-yl)-1H-indole-6-carboxylic acid BrC=1C(=CC=C2C(=CNC12)C1=NC(=NC=C1C(F)(F)F)N[C@@H]1CNC(CC1)(C)C)C(=O)O